4-(4-bromo-2-((3-methoxyazetidin-1-yl)methyl)phenyl)morpholine BrC1=CC(=C(C=C1)N1CCOCC1)CN1CC(C1)OC